FC1=C(C=C(C=C1)CC1=NNC(C2=CC=CC=C12)=O)C=1C=C2C(=NC1C)NC(=N2)NC(OCC)=O Ethyl (6-(2-fluoro-5-((4-oxo-3,4-dihydrophthalazin-1-yl)methyl)phenyl)-5-methyl-3H-imidazo[4,5-b]pyridin-2-yl)carbamate